FC1=CC2=C(C=CS2)C(=C1)N1CCN(CC1)CCC1=CC=C2CCC(N(C2=C1)COC(C)C)=O 7-(2-(4-(6-fluorobenzothiophen-4-yl)piperazin-1-yl)ethyl)-1-(isopropoxymethyl)-3,4-dihydroquinolin-2(1H)-one